N-(3-(4-(6-aminopyridin-3-yl)-1H-1,2,3-triazol-1-yl)-3-(4-(5-(difluoromethyl)-1,3,4-oxadiazol-2-yl)phenyl)propyl)methanesulfonamide NC1=CC=C(C=N1)C=1N=NN(C1)C(CCNS(=O)(=O)C)C1=CC=C(C=C1)C=1OC(=NN1)C(F)F